6,7-dichloro-4-hydroxy-3-nitro-1,8-naphthyridin-2(1H)-one ClC=1C=C2C(=C(C(NC2=NC1Cl)=O)[N+](=O)[O-])O